3-(dimethylamino)-N-((1s,4s)-4-(5-ethynyl-2-((4-(4-methylpiperazin-1-yl)phenyl)amino)-7-oxopyrido[2,3-d]pyrimidin-8(7H)-yl)cyclohexyl)propanamide CN(CCC(=O)NC1CCC(CC1)N1C(C=C(C2=C1N=C(N=C2)NC2=CC=C(C=C2)N2CCN(CC2)C)C#C)=O)C